1,1,2,3,3,3-hexachloropropene ClC(=C(C(Cl)(Cl)Cl)Cl)Cl